CC1=C(C=CC=C1)C1=C(C(=CC=C1)C=1SC2=C(CNCC2)N1)C 2,2'-dimethyl-3'-(4,5,6,7-tetrahydrothiazolo[4,5-c]pyridin-2-yl)-[1,1'-biphenyl]